N1=C(C=CC=C1C(C)(C)N)C1=NC=CC=C1 2-([2,2'-bipyridyl]-6-yl)propan-2-amine